C(CCCCCCC)OC1=CC=C(C=C1)C(C(=O)C1=CC=C(C=C1)OCCCCCCCC)=O 1,2-bis(4-(octyloxy)phenyl)ethane-1,2-dione